5-bromobenzo[c][1,2,5]oxadiazol BrC1=CC=2C(=NON2)C=C1